C(C)(C)(C)OC(=O)N1C[C@@H]([C@@H](CC1)CO)C |o1:9,10| rel-(3R,4R)-4-(hydroxymethyl)-3-methylpiperidine-1-carboxylic acid tert-butyl ester